Cl.N[C@H](C(=O)OC)CCCNC(=O)OC(C)(C)C methyl (S)-2-amino-5-((tert-butoxycarbonyl)amino)pentanoate HCl salt